Br.BrC(CN)CBr 2,3-dibromo-1-propylamine hydrogen bromide